COC(C1=CN=C(C(=C1)N)C1=CC=C(C=C1)OC)=O 5-amino-6-(4-methoxyphenyl)nicotinic acid methyl ester